(9R,10S)-10-cyclobutyl-9-(hydroxymethyl)-3-(1H-pyrazol-4-yl)-5-oxa-2-thia-8,11-diazatricyclo[6.4.1.04,13]trideca-1(13),3-dien-12-one C1(CCC1)[C@H]1[C@@H](N2CCOC3=C(SC(C(N1)=O)=C32)C=3C=NNC3)CO